5-(2,6-difluorophenyl)-8-methoxy-1,4-dihydrobenzo[d]pyrazolo[3,4-f][1,3]diazepine FC1=C(C(=CC=C1)F)C=1NC2=C(C3=C(N1)C=C(C=C3)OC)NN=C2